O1C(=CC=C1)C(=O)OC 2-methyl furanoate